[1,2,4]Triazine-1-oxide [N+]1(=NC=NC=C1)[O-]